ethyl 2-hydroxy-2-methylpropionate OC(C(=O)OCC)(C)C